C(C=C)OC1=C(C(=C(C=C1)OC)Br)OCC=C 1,2-bis(allyloxy)-3-bromo-4-methoxybenzene